N-(3,4-dichloro-5,6-difluoro-9H-pyrido[2,3-b]indol-8-yl)-N-methyl-carbamic acid tert-butyl ester C(C)(C)(C)OC(N(C)C=1C=C(C(=C2C3=C(NC12)N=CC(=C3Cl)Cl)F)F)=O